N1CCC(CC1)OCCN1CCC(CC1)N1C[C@H]2N(C=3C(=NN=C(C3)C3=C(C=CC=C3)O)NC2)CC1 (S)-2-(8-(1-(2-(piperidin-4-yloxy)ethyl)piperidin-4-yl)-6,6a,7,8,9,10-hexahydro-5H-pyrazino[1',2':4,5]pyrazino[2,3-c]pyridazin-2-yl)phenol